CS(S(=O)(=O)C)(=O)=O dimethyl Disulfone